1-(6-(1,3-dioxolan-2-yl)-5-((4-methoxybenzyl)oxy)pyridin-3-yl)cyclopropane-1-carboxylic acid O1C(OCC1)C1=C(C=C(C=N1)C1(CC1)C(=O)O)OCC1=CC=C(C=C1)OC